N1C(=NC2=C1C=CC=C2)C2=C(C(=CC=C2)Cl)C=2C(=CC(=CC2)C(N[C@@H](CCC)C2=CN=CS2)=O)C(=O)O (S)-2'-(1H-1,3-benzodiazol-2-yl)-6'-chloro-4-{[1-(1,3-thiazol-5-yl)butyl]carbamoyl}-[1,1'-biphenyl]-2-carboxylic acid